tert-butyl (4R)-2-(4-(2,4-difluoro-6-(2-methoxyethoxy)phenyl)-7-hydroxyfuro[2,3-c]pyridin-5-yl)-4-methyl-6,7-dihydropyrazolo[1,5-a]pyrazine-5(4H)-carboxylate FC1=C(C(=CC(=C1)F)OCCOC)C1=C2C(=C(N=C1C1=NN3C([C@H](N(CC3)C(=O)OC(C)(C)C)C)=C1)O)OC=C2